N-hydroxy-2-(4-((((1-methyl-1H-indol-3-yl)methyl)amino)methyl)piperidin-1-yl)pyrimidine-5-carboxamide ONC(=O)C=1C=NC(=NC1)N1CCC(CC1)CNCC1=CN(C2=CC=CC=C12)C